ClC1=C(C(=O)N2CC(CCC2)C(=O)N\N=C\[C@]2([C@@H](N3C(C[C@H]3S2(=O)=O)=O)C(=O)O)C)C=CC(=C1O)O (2S,3R,5R)-3-((E)-(2-(1-(2-chloro-3,4-dihydroxybenzoyl)piperidine-3-carbonyl)hydrazono)methyl)-3-methyl-7-oxo-4-thia-1-azabicyclo[3.2.0]heptane-2-carboxylic acid 4,4-dioxide